citric acid triethanolamine salt N(CCO)(CCO)CCO.C(CC(O)(C(=O)O)CC(=O)O)(=O)O